BrC=1C=2N(C3=CC(=NC=C3C1)Cl)N=CN2 4-bromo-8-chloro-[1,2,4]triazolo[1,5-a]1,6-naphthyridine